ClC1=CC=C(C=C1)C1=CC=C(C=C1)C1=NC(=CC(=N1)C1=CC=C(C=C1)C1=CC=CC=C1)C1=CC=CC=C1 2-(4'-chlorobiphenyl-4-yl)-4-(biphenyl-4-yl)-6-phenylpyrimidin